Cl.N(=[N+]=[N-])C[C@@H](N)C(=O)O 3-Azido-D-alanine HCl